OC1=C(C=CC(=C1)OCC1=CC=CC=C1)C(\C=C\C1=CC(=C(C=C1)OCC=C)OC)=O (E)-1-(2-Hydroxy-4-phenylmethoxyphenyl)-3-(3-methoxy-4-prop-2-enoxyphenyl)prop-2-en-1-one